[(3R)-3-[[6-[5-[1-Benzyloxy-4-oxo-1-(trifluoromethyl)butyl]-1,3,4-oxadiazol-2-yl]-5-[bis(tert-butoxycarbonyl)amino]-3-(trifluoromethyl)-2-pyridyl]oxy]butyl]-triphenyl-phosphonium C(C1=CC=CC=C1)OC(CCC=O)(C(F)(F)F)C1=NN=C(O1)C1=C(C=C(C(=N1)O[C@@H](CC[P+](C1=CC=CC=C1)(C1=CC=CC=C1)C1=CC=CC=C1)C)C(F)(F)F)N(C(=O)OC(C)(C)C)C(=O)OC(C)(C)C